[(1,4,5-trimethylimidazol-2-yl)methyl]propane-2-sulfinamide CN1C(=NC(=C1C)C)CCC(C)S(=O)N